(1S,6'E)-6-CHLORO-9'-CYCLOPROPYL-12'R-HYDROXY-10'-OXO-3,4-DIHYDRO-2H-SPIRO[NAPHTHALENE-1,19'-[17]OXA[1,9]DIAZATRICYCLO[11.7.2.016,21]DOCOSA[6,13,15,21]TETRAENE]-12'-CARBOXYLIC ACID ClC=1C=C2CCC[C@]3(COC4=CC=C5[C@](CC(N(C/C=C/CCCCN(C3)C4=C5)C5CC5)=O)(C(=O)O)O)C2=CC1